FC(C(C)N)(C1=CC2=C(C(=CO2)F)C=C1)F 1,1-difluoro-1-(3-fluorobenzofuran-6-yl)propan-2-amine